The molecule is a member of the juvenile hormone family of compounds that is the methyl ester of farnesoic acid. Found in several species of crustaceans. It has a role as a crustacean metabolite. It is a juvenile hormone, an enoate ester and a fatty acid methyl ester. It derives from a farnesoic acid. CC(=CCC/C(=C/CC/C(=C/C(=O)OC)/C)/C)C